C(CCC)NC(C1=C(C=CC(=C1)S(N)(=O)=O)SC1CCCCC1)=O N-butyl-2-cyclohexylsulfanyl-5-sulfamoyl-benzamide